2,4-dichloro-8-cyclopropyloxyquinazoline ClC1=NC2=C(C=CC=C2C(=N1)Cl)OC1CC1